2-(2-ethoxyethoxy)ethyl ((4-(tert-butyl)phenoxy)(perfluorophenoxy)phosphoryl)-L-alaninate C(C)(C)(C)C1=CC=C(OP(=O)(OC2=C(C(=C(C(=C2F)F)F)F)F)N[C@@H](C)C(=O)OCCOCCOCC)C=C1